(1S,2R,3R,4R,5S)-1-(hydroxymethyl)-4-((6-methoxy-2-(trifluoromethyl)pyrimidin-4-yl)amino)-6,8-dioxabicyclo[3.2.1]octane-2,3-diol OC[C@@]12[C@@H]([C@@H]([C@H]([C@@H](OC1)O2)NC2=NC(=NC(=C2)OC)C(F)(F)F)O)O